racemic-3-(3-chloro-4-fluorophenyl)-1-(3-hydroxypropyl)-1-(1-(1-oxo-1,2-dihydroisoquinolin-4-yl)ethyl)urea ClC=1C=C(C=CC1F)NC(N([C@H](C)C1=CNC(C2=CC=CC=C12)=O)CCCO)=O |r|